C(CCCC)SCCCCC diaMylsulfide